butyl 3-[6-(4-cyano-2-hydroxy-6-methyl-phenyl)pyrido[2,3-b]pyrazin-3-yl]piperidine-1-carboxylate C(#N)C1=CC(=C(C(=C1)C)C=1C=CC=2C(=NC(=CN2)C2CN(CCC2)C(=O)OCCCC)N1)O